3-(4-((2-chloropyrimidin-4-yl)oxy)-3,5-dimethylphenyl)acrylonitrile ClC1=NC=CC(=N1)OC1=C(C=C(C=C1C)C=CC#N)C